CC1=C(C=CC=C1C)C1=C(C=C2C(=N1)C(=NN2)C=2C=CC(=NC2)N2CCC(CC2)C(=O)N(C)C)OC (5-(5-(2,3-dimethylphenyl)-6-methoxy-1H-pyrazolo[4,3-b]pyridin-3-yl)pyridin-2-yl)-N,N-dimethylpiperidine-4-carboxamide